FC1=NN(C=C1[N+](=O)[O-])C(CC)C=1C=NN(C1CC(F)(F)F)COCC[Si](C)(C)C 2-[[4-[1-(3-fluoro-4-nitro-pyrazol-1-yl)propyl]-5-(2,2,2-trifluoroethyl)pyrazol-1-yl]methoxy]ethyl-trimethyl-silane